3-(4-fluoro-2-methoxypyridin-3-yl)azetidine-1-carboxylic acid tert-butyl ester C(C)(C)(C)OC(=O)N1CC(C1)C=1C(=NC=CC1F)OC